FC=1C=C(C=CC1)C1=NC(=CC2=C1N=CN(C2=O)[C@H](CO)C)C2=CC=C(C=C2)OC(F)(F)F (S)-8-(3-fluorophenyl)-3-(1-hydroxy-prop-2-yl)-6-(4-(trifluoromethoxy)phenyl)pyrido[3,4-d]pyrimidin-4(3H)-one